2-(3-Methoxycarbonylbiphenyl-4-yl)-1,3-dioxo-2,3-dihydro-1H-isoindole-5-carboxylic acid butyl ester C(CCC)OC(=O)C=1C=C2C(N(C(C2=CC1)=O)C1=C(C=C(C=C1)C1=CC=CC=C1)C(=O)OC)=O